N1=CC=CC=C1.C1(=CC=CC=C1)S(=O)(=O)O benzenesulfonic acid pyridine salt